5-chloro-N-((1r,4r)-4-((7-fluoro-3-(2-fluorophenyl)-3-hydroxy-2-oxoindolin-1-yl)methyl)cyclohexyl)-2-methylnicotinamide ClC=1C=NC(=C(C(=O)NC2CCC(CC2)CN2C(C(C3=CC=CC(=C23)F)(O)C2=C(C=CC=C2)F)=O)C1)C